P(O)(O)(O)=O.[C@@H]1([C@H](O)[C@H](O)[C@@H](CO)O1)N1C(=O)NC(=O)C=C1 uridine-phosphoric acid